ClC1=C(C=CC=C1Cl)C=1C(=NC(=NC1C)N1CCC(CC1)(N)C)OC 1-(5-(2,3-dichlorophenyl)-4-methoxy-6-methylpyrimidin-2-yl)-4-methylpiperidin-4-amine